ClC(C)(C)C1=CC=C(C=C1)CC 2-chloro-2-(4-ethylphenyl)propane